CS(=O)(=O)CCCCCCC(=O)O 7-(methylsulfonyl)heptanoic acid